tert-butyl 4-(1-(trans-3-(aminomethyl)cyclobutyl)-3-cyclopropyl-1H-indazol-4-yl)piperazine-1-carboxylate NC[C@@H]1C[C@H](C1)N1N=C(C2=C(C=CC=C12)N1CCN(CC1)C(=O)OC(C)(C)C)C1CC1